3-(2-(3,4-dimethoxyphenyl)-4-oxo-4H-pyrido[1,2-a]pyrimidin-7-yl)-5,6-dihydropyridine-1(2H)-carboxylic acid tert-butyl ester C(C)(C)(C)OC(=O)N1CC(=CCC1)C=1C=CC=2N(C(C=C(N2)C2=CC(=C(C=C2)OC)OC)=O)C1